(3S,6R)-3-methyl-6-isopropenyl-9-decen-1-yl acetate C(C)(=O)OCC[C@H](CC[C@@H](CCC=C)C(=C)C)C